BrC=1C=C2C=NC(=NC2=C(C1)C(C)(F)F)F 6-bromo-8-(1,1-difluoroethyl)-2-fluoroquinazoline